triethyl-2-propenylsilane C(C)[Si](CC=C)(CC)CC